(3R,4S)-4-phenyl-3-(isoquinolin-3-ylcarbamoyl)pyrrolidine-1-carboxylic acid tert-butyl ester C(C)(C)(C)OC(=O)N1C[C@@H]([C@H](C1)C1=CC=CC=C1)C(NC=1N=CC2=CC=CC=C2C1)=O